5,6,7,8-tetrahydro-1,6-naphthyridine-5,7-dione N1=CC=CC=2C(NC(CC12)=O)=O